NC1=NC=C(C=C1OC(C)C=1C=C(C=CC1)NC(C1=CC(=CC=C1)N1[C@@H](CNCC1)C)=O)Cl (R)-N-(3-(1-((2-amino-5-chloropyridin-3-yl)oxy)ethyl)-phenyl)-3-(methylpiperazin-1-yl)-benzamide